O=S1(CC2=C(NN=C2C(=O)N2CCC(CC2)C2=C(C=CC=C2)C(F)(F)F)CCC1)=O (5,5-dioxido-4,6,7,8-tetrahydro-1H-thiepino[4,3-c]pyrazol-3-yl)(4-(2-(trifluoromethyl)phenyl)piperidin-1-yl)methanone